[Cl-].C(=C)C1=CC=C(C[N+](C)(C)C)C=C1 4-Vinyl-Benzyl-Trimethyl-Ammonium Chloride